1-tert-butoxycarbonyl-(3S)-(2-methylpropylamino)piperidine C(C)(C)(C)OC(=O)N1C(CCCC1)NCC(C)C